2-(2-(4-amino-1,2,5-oxadiazol-3-yl)-1H-benzo[d]imidazol-1-yl)-N-(quinolin-6-yl)acetamide 5-(trifluoromethyl)-1H-pyrazolo[4,3-b]pyridine-1-carboxylate FC(C1=CC=C2C(=N1)C=NN2C(=O)O)(F)F.NC=2C(=NON2)C2=NC1=C(N2CC(=O)NC=2C=C3C=CC=NC3=CC2)C=CC=C1